6-hexacosanol CCCCCC(CCCCCCCCCCCCCCCCCCCC)O